2-((2-ethyl-6-fluoro-5-(4-(2-(3-hydroxyazetidin-1-yl-3-d)-2-oxoethyl)piperazin-1-yl)pyrazolo[1,5-a]pyridin-3-yl)(methyl)amino)-4-(4-fluorophenyl)thiazole-5-carbonitrile C(C)C1=NN2C(C=C(C(=C2)F)N2CCN(CC2)CC(=O)N2CC(C2)([2H])O)=C1N(C=1SC(=C(N1)C1=CC=C(C=C1)F)C#N)C